(2S,3R,5S)-2-(((tertbutyldimethylsilyl)oxy)methyl)-5-(5-methyl-2,4-dioxo-3,4-dihydropyrimidin-1(2H)-yl)tetrahydrofuran-3-yl acetate C(C)(=O)O[C@H]1[C@@H](O[C@@H](C1)N1C(NC(C(=C1)C)=O)=O)CO[Si](C)(C)C(C)(C)C